O[C@@H]1C[C@H](N(C1)C(=O)[C@H](C(C)(C)C)N1N=NC(=C1)CN1CCN(CC1)C(=O)OC(C)(C)C)C(NC)=O tert-butyl 4-[[1-[(1S)-1-[(2S,4R)-4-hydroxy-2-(methylcarbamoyl)pyrrolidine-1-carbonyl]-2,2-dimethyl-propyl]triazol-4-yl]methyl]piperazine-1-carboxylate